C(C)(=O)N[C@H]1C(O)O[C@@H]([C@@H]([C@@H]1O)O)C N-acetyl-D-fucosamine